5-bromo-5-nitro-1,3-di-oxane BrC1(COCOC1)[N+](=O)[O-]